[4-(4-fluorophenyl)sulfonylmorpholin-2-yl]benzothiophene-2-carboxamide FC1=CC=C(C=C1)S(=O)(=O)N1CC(OCC1)C1=C(SC2=C1C=CC=C2)C(=O)N